3-nitro-4-(pyridin-2-yl)benzoic acid [N+](=O)([O-])C=1C=C(C(=O)O)C=CC1C1=NC=CC=C1